C(C)C=C(C(=O)O)C.C(C(=C)C)(=O)OCCN(CC)CC diethylaminoethyl methacrylate (ethyl methacrylate)